(R)-2-amino-1-(3-(3-(4-decylphenyl)-1,2,4-oxadiazol-5-yl)pyrrolidin-1-yl)ethan-1-one 2,2,2-trifluoroacetate FC(C(=O)O)(F)F.NCC(=O)N1C[C@@H](CC1)C1=NC(=NO1)C1=CC=C(C=C1)CCCCCCCCCC